(3S,4R,5R,6R)-2-(4-chloro-3-(4-ethoxyphenyl)phenyl)-5-(decanoyloxy)-6-((decanoyloxy)methyl)tetrahydro-2H-pyran ClC1=C(C=C(C=C1)C1O[C@@H]([C@@H](CC1)OC(CCCCCCCCC)=O)COC(CCCCCCCCC)=O)C1=CC=C(C=C1)OCC